ClCCC(=O)NC=1C(=NC(=NC1)Cl)NCC1=CC=C(C=C1)C=1N(C=C(N1)C(F)(F)F)C 3-chloro-N-(2-chloro-4-((4-(1-methyl-4-(trifluoromethyl)-1H-imidazol-2-yl)benzyl)amino)pyrimidin-5-yl)propanamide